2-lauroyl-sn-glycero-3-phosphoryl-choline C(CCCCCCCCCCC)(=O)O[C@H](CO)COP(=O)(O)OCC[N+](C)(C)C